ClC1=C(C(=O)OC)C(=CC(=C1)C1=NOC(=N1)C(NCC=1C=NC(=CC1)OC1CCC(CC1)(F)F)=O)C methyl 2-chloro-4-(5-(((6-((4,4-difluorocyclohexyl) oxy) pyridin-3-yl) methyl) carbamoyl)-1,2,4-oxadiazol-3-yl)-6-methylbenzoate